C(CCCCCCC\C=C/CCCCCCCC)N(C(=O)CCCN(C)C)CCCCCCCC\C=C/CCCCCCCC dioleylcarbamoyl-3-dimethylaminopropane